CN1CN(C2=NC(=NC=C12)NC=1C=C2C=CC=NC2=CC1C)C1CCSCC1 7-methyl-2-((7-methylquinolin-6-yl)amino)-9-(tetrahydro-2H-thiopyran-4-yl)-7,9-dihydro-8H-purin